1-[(3R,4S)-4-(BENZHYDRYLIDENEAMINO)CHROMAN-3-YL]OXY-2-METHYL-PROPAN-2-OL C(C1=CC=CC=C1)(C1=CC=CC=C1)=N[C@@H]1[C@H](COC2=CC=CC=C12)OCC(C)(O)C